NC1CCN(CC1)C1=C(N=NC2=CC=C(C=C12)C=1C=C(C2=C(NC(N2)=O)C1)F)C1=CC(=CC(=C1)C)Cl 6-[4-(4-Aminopiperidin-1-yl)-3-(3-chloro-5-methylphenyl)cinnolin-6-yl]-4-fluoro-2,3-dihydro-1H-1,3-benzodiazol-2-one